[Cl-].[Cl-].C1(=CC(=CC=C1)C(=[Zr+2](C1=C(C(=CC=2C3=CC(=C(C=C3CC12)C)C(C)(C)C)C(C)(C)C)C)C1C=CC=C1)C=1C=C(C=CC1)C)C Bis(m-tolyl)methylene(cyclopentadienyl)(2,7-dimethyl-3,6-di-tert-butylfluorenyl)zirconium dichloride